tert-Butyl (4-aminobicyclo[2.1.1]hexan-1-yl)carbamate NC12CCC(C1)(C2)NC(OC(C)(C)C)=O